CN(CCN1N=C2C(=CC(=CC2=C1)NC(=O)C1=NC(=CC=C1)C(F)(F)F)OC)C N-(2-(2-(dimethylamino)ethyl)-7-methoxy-2H-indazol-5-yl)-6-(trifluoromethyl)pyridine-2-carboxamide